perfluoro(1-n-octene) FC(=C(C(C(C(C(C(C(F)(F)F)(F)F)(F)F)(F)F)(F)F)(F)F)F)F